6-chloro-N-((1r,4r)-4-(2-methoxyethoxy)cyclohexyl)-4-methylpyridine-carboxamide ClC1=CC(=CC(=N1)C(=O)NC1CCC(CC1)OCCOC)C